(2s,4s)-2-(4-(3-Fluoro-5-methylphenyl)piperidine-1-carbonyl)-7-oxa-5-azaspiro[3.4]octan-6-one FC=1C=C(C=C(C1)C)C1CCN(CC1)C(=O)C1CC2(C1)NC(OC2)=O